fluorofurane FC=1OC=CC1